OCC1=C(C=NC=C1)NC(C1=CC(=CC=C1)N1C=NC=C1)=O N-(4-(hydroxymethyl)pyridin-3-yl)-3-(1H-imidazol-1-yl)benzamide